N,N-diethyl-N'-oleoyl-ethylenediamine C(C)N(CCNC(CCCCCCC\C=C/CCCCCCCC)=O)CC